ClC=1C=C2C(=NC=NC2=C(C1C1=C(C=CC=C1O)F)F)N1CC(N(CC1)C(C=C)=O)C(F)(F)F 1-(4-(6-chloro-8-fluoro-7-(2-fluoro-6-hydroxy-phenyl)quinazolin-4-yl)-2-(trifluoro-methyl)piperazin-1-yl)prop-2-en-1-one